1-(trans-1-(2-methoxyethyl)-4-phenylpyrrolidin-3-yl)-3-(3-methyl-1-phenyl-1H-pyrazol-5-yl)urea COCCN1C[C@H]([C@@H](C1)C1=CC=CC=C1)NC(=O)NC1=CC(=NN1C1=CC=CC=C1)C